O=C1NC2=C(N1)C=CC(=C2)S(=O)(=O)Cl 2-Oxo-2,3-dihydro-1H-1,3-benzodiazole-5-sulfonyl chloride